F[C@H]1CN(C[C@@H]1F)CCC1=NNC(C(=C1)C)=O 3-(2-((3S,4S)-3,4-difluoropyrrolidine-1-yl)ethyl)-5-methyl-6-oxopyridazin